6-(1,4-dimethyl-1H-pyrazol-5-yl)-2-(2,5-dimethyl-1H-pyrrol-1-yl)-5-methoxythiazolo[4,5-b]pyridine CN1N=CC(=C1C=1C=C2C(=NC1OC)N=C(S2)N2C(=CC=C2C)C)C